COC1=NC=C(C(=N1)OC)C1=CC2=C(N=CN=C2N2CC(CC2)OCC2CN(CCO2)C)S1 2-[[1-[6-(2,4-dimethoxypyrimidin-5-yl)thieno[2,3-d]pyrimidin-4-yl]pyrrolidine-3-yl]oxymethyl]-4-methyl-morpholine